NC1=CC(COC1)=O 5-amino-2H-pyran-3(6H)-one